BrC=1N=C2C(=C(C(NC2=CC1C1CC1)=O)[N+]1=CC=CC=C1)C1=C2C=NNC2=C(C=C1)F 6-Bromo-7-cyclopropyl-4-(7-fluoro-1H-indazol-4-yl)-3-pyridin-1-ium-1-yl-1H-1,5-naphthyridin-2-one